1'-(2-hydroxyethyl)-1-methyl-1,2-dihydrospiro[indole-3,4'-piperidin]-2-one OCCN1CCC2(CC1)C(N(C1=CC=CC=C12)C)=O